2-(7-((2S,5R)-4-(1-(5-cyclopropyl-6-methylpyridin-2-yl)ethyl)-2,5-diethylpiperazin-1-yl)-4-methyl-5-oxo-4,5-dihydro-2H-pyrazolo[4,3-b]pyridin-2-yl)acetonitrile C1(CC1)C=1C=CC(=NC1C)C(C)N1C[C@@H](N(C[C@H]1CC)C=1C=2C(N(C(C1)=O)C)=CN(N2)CC#N)CC